FC1=CC=C(C=C1)C1=NN2C(CN(CC2)S(=O)(=O)C)=C1 2-(4-fluorophenyl)-5-(methylsulfonyl)-4,5,6,7-tetrahydropyrazolo[1,5-a]pyrazine